3,11-bis(trifluoromethyl)-7-azadispiro[5.1.5.3]hexadecane-15-one FC(C1CCC2(CC1)NC1(CCC(CC1)C(F)(F)F)CC(C2)=O)(F)F